(S)-tert-butyl 3-((1-(N-(5-chloro-4-(cyclopentylmethoxy)-2-fluorobenzoyl)-sulfamoyl)azetidin-3-yl)oxy)pyrrolidine-1-carboxylate ClC=1C(=CC(=C(C(=O)NS(=O)(=O)N2CC(C2)O[C@@H]2CN(CC2)C(=O)OC(C)(C)C)C1)F)OCC1CCCC1